4,4,5,5-tetramethyl-2-(prop-1-en-2-yl)-1,3,2-dioxaborolan CC1(OB(OC1(C)C)C(=C)C)C